C(C)(=O)OCC(COC(C)=O)COC(=O)OC(C)Cl 2-((((1-Chloroethoxy)carbonyl)oxy)methyl)propane-1,3-diyl diacetate